C/C=1/C(=O)OC(\C1\C)=O L-2,3-dimethyl-maleic anhydride